(S)-N-(8,9-Difluoro-6-oxo-1,4,5,6-tetrahydro-2H-pyrano[3,4-c]isoquinolin-1-yl)-3-(2-hydroxypropan-2-yl)-N-methylbenzamide FC=1C(=CC=2C3=C(NC(C2C1)=O)COC[C@H]3N(C(C3=CC(=CC=C3)C(C)(C)O)=O)C)F